ethyl (2-cyano-2-(2-(4-((5-isopropyl-6-methoxypyridin-3-yl)oxy)-3,5-dimethylphenyl)hydrazineylidene)acetyl)carbamate C(#N)C(C(=O)NC(OCC)=O)=NNC1=CC(=C(C(=C1)C)OC=1C=NC(=C(C1)C(C)C)OC)C